5-fluoro-3-(2-(3-(3-trifluoromethylphenyl)-4-oxothiazolidine-2-ylidene)hydrazono)-1H-indol-2-one FC=1C=C2C(C(NC2=CC1)=O)=NN=C1SCC(N1C1=CC(=CC=C1)C(F)(F)F)=O